(1S,2R)-2-phenyl-N-(2-(pyridin-3-yl)benzo[d]oxazol-5-yl)cyclopropane-1-carboxamide C1(=CC=CC=C1)[C@H]1[C@H](C1)C(=O)NC=1C=CC2=C(N=C(O2)C=2C=NC=CC2)C1